NC1=C(C(N(C2=CC(=CC=C12)Br)C1=CC=C(C=C1)OCC)=O)C(=O)OC methyl 4-amino-7-bromo-1-(4-ethoxyphenyl)-2-oxo-1,2-dihydroquinoline-3-carboxylate